6-chloro-5-fluoro-1-octyl-1H-indole ClC1=C(C=C2C=CN(C2=C1)CCCCCCCC)F